O=C([C@H](C[C@H]1C(NCC1)=O)NC(=O)[C@H]1N(CC2(CC2)C1)C(C1=C(C=CC=C1)C(F)(F)F)=O)COC(F)(F)F (S)-N-((S)-3-oxo-1-((S)-2-oxopyrrolidin-3-yl)-4-(trifluoromethoxy)butan-2-yl)-5-(2-(trifluoromethyl)benzoyl)-5-azaspiro[2.4]heptane-6-carboxamide